C12(CC3CC(CC(C1)C3)C2)NCC2=CC=C(C(=O)NC=3C=1C4=C(C(N(C4=CC3)C3C(NC(CC3)=O)=O)=O)C=CC1)C=C2 4-(((adamantan-1-yl)amino)methyl)-N-(1-(2,6-dioxopiperidin-3-yl)-2-oxo-1,2-dihydrobenzo[cd]indol-6-yl)benzamide